(4-((2-aminomethyl-3-fluoroallyl)oxy)phenyl)-(4-phenylpiperidin-1-yl)methanone trifluoroacetate FC(C(=O)O)(F)F.NCC(COC1=CC=C(C=C1)C(=O)N1CCC(CC1)C1=CC=CC=C1)=CF